C(C)C=1C=CC(=C(C1)S(=O)(=O)N)OC 5-ethyl-2-methoxybenzenesulfonamide